tert-butyl 7-formyl-5-oxa-2-azaspiro[3.4]octane-2-carboxylate C(=O)C1COC2(CN(C2)C(=O)OC(C)(C)C)C1